C(C)C1=CC(=NN1C)C(=O)OCC ethyl 5-ethyl-1-methyl-1H-pyrazole-3-carboxylate